rac-1-{4-[(3R)-3-(piperazin-1-ylmethyl)pyrrolidin-1-yl]phenyl}-1,3-diazinane-2,4-dione hydrochloride Cl.N1(CCNCC1)C[C@@H]1CN(CC1)C1=CC=C(C=C1)N1C(NC(CC1)=O)=O |r|